2,6-difluoro-4-(1H-1,2,3-triazol-1-yl)benzaldehyde FC1=C(C=O)C(=CC(=C1)N1N=NC=C1)F